4-(pyrrolidin-1-yl)quinolin-7-ol N1(CCCC1)C1=CC=NC2=CC(=CC=C12)O